C(C)OC(=O)C1=NNC(C=C1C(F)(F)F)=O 6-oxo-4-(trifluoromethyl)-1,6-dihydropyridazine-3-carboxylic acid ethyl ester